ClC1=C(C=C(C=C1N)C)NC1=C(C=CC=C1)OC(F)(F)F 2-chloro-5-methyl-N1-(2-(trifluoromethoxy)phenyl)benzene-1,3-diamine